(Dimethylamino)trimethyl-silane silver iron sulfate S(=O)(=O)([O-])[O-].[Fe+2].[Ag+].CN(C)[Si](C)(C)C